4-(1,2-Benzoxazol-3-yloxy)piperidin O1N=C(C2=C1C=CC=C2)OC2CCNCC2